4-[5-(5-{[(1R,3s,5S)-1,5-Dimethyl-8-azabicyclo[3.2.1]octan-3-yl](methyl)amino}[1,3]thiazolo[5,4-d][1,3]thiazol-2-yl)pyrazin-2-yl]-1-methylpyridin-2(1H)-on Trifluoroacetat FC(C(=O)O)(F)F.C[C@]12CC(C[C@](CC1)(N2)C)N(C=2SC1=C(N2)SC(=N1)C=1N=CC(=NC1)C1=CC(N(C=C1)C)=O)C